methyl (2S)-2-[(tert-butoxycarbonyl)amino]-3-(2-hydroxy-4-methylphenyl)propanoate C(C)(C)(C)OC(=O)N[C@H](C(=O)OC)CC1=C(C=C(C=C1)C)O